(3R,5S)-5-[[bis(4-methoxyphenyl)phenylmethoxy]methyl]-3-pyrrolidinol COC1=CC=C(C=C1)C(OC[C@@H]1C[C@H](CN1)O)(C1=CC=CC=C1)C1=CC=C(C=C1)OC